3-(2-fluoro-3-(1,4-benzodioxan-6-yl)anilino)-1-methylpyrazolo[4,5-b]pyridin FC1=C(NC2=NN(C=3C2=NC=CC3)C)C=CC=C1C1=CC3=C(OCCO3)C=C1